OC1=CCC(C2=CC=CC=C12)(C(=O)O)O 1,4-dihydroxy-4-naphthoic acid